FC1(CCN(CC1)C=1C=C(C=CC1C1=NOC=C1)NC(C1=C(C=C(C=C1)NS(=O)(=O)CC)N1CCC2(CC2)CC1)=O)F N-(3-(4,4-difluoropiperidin-1-yl)-4-(isoxazol-3-yl)phenyl)-4-(ethylsulfonamido)-2-(6-azaspiro[2.5]octan-6-yl)benzamide